2-methyl-6-(6-(2-morpholinylpyrimidin-5-yl)-9-oxo-1,2,3,9-tetrahydropyrazolo[1,2-a]indazol-3-yl)benzamide CC1=C(C(=O)N)C(=CC=C1)C1CCN2N1C=1C=C(C=CC1C2=O)C=2C=NC(=NC2)N2CCOCC2